6-((3-benzyl-5-cyclopropyl-1-oxoisoindolin-2-yl)methyl)benzo[d]oxazol-2(3H)-one C(C1=CC=CC=C1)C1N(C(C2=CC=C(C=C12)C1CC1)=O)CC1=CC2=C(NC(O2)=O)C=C1